C1=C2C=CC3=C(C=CC=4OC=5C=CC=CC5CC34)C2=CC=C1 Naphthoxanthen